BrCC1=NC=CC=C1C 2-(bromomethyl)-3-methylpyridine